NCC=1N=C2N(C=C(C=C2N2C(C(OCC2)C)=O)C2CC2)C1 4-(2-(aminomethyl)-6-cyclopropylimidazo[1,2-a]pyridin-8-yl)-2-methyl-morpholin-3-one